CC(C)(OC(NCCOCCOCCNC(OC[C@@H](COCCCCCCCCCCCCCC)OCCCCCCCCCCCCCC)=O)=O)C (R)-2,3-bis(tetradecyloxy)propyl (2,2-dimethyl-4-oxo-3,8,11-trioxa-5-azatridecan-13-yl)carbamate